(S)-2-chloro-N,N-dimethyl-4-(piperidin-3-ylamino)benzamide ClC1=C(C(=O)N(C)C)C=CC(=C1)N[C@@H]1CNCCC1